5-((2-(4-methylpiperazin-1-yl)ethyl)amino)-2,3-dioxo-2,3-dihydro-1H-pyrrolo[3,2-c]isoquinoline-7-carboxylic acid CN1CCN(CC1)CCNC1=NC2=C(C=3C=CC(=CC13)C(=O)O)NC(C2=O)=O